COC=1C=2N(C=C(N1)C(=O)NC=1C(=NC=CC1)OC)C=C(N2)[C@]21CO[C@](CC2)(C1)C 8-methoxy-N-(2-methoxypyridin-3-yl)-2-((1R,4S)-1-methyl-2-oxabicyclo[2.2.1]hept-4-yl)imidazo[1,2-a]pyrazine-6-carboxamide